(S)-4-((4-(3-(2-hydroxypropan-2-yl)piperidin-1-yl)phenyl)amino)-7-(1-methyl-1H-pyrrolo[2,3-b]pyridin-4-yl)-1,2-dihydro-3H-pyrrolo[3,4-c]pyridin-3-one OC(C)(C)[C@@H]1CN(CCC1)C1=CC=C(C=C1)NC1=NC=C(C2=C1C(NC2)=O)C2=C1C(=NC=C2)N(C=C1)C